C(C1=CC=CC=C1)OC(=O)NCCCOC=1C=C2C(=NN(C2=CC1)C1OCCCC1)C=1C=C(C(=C(C(=O)OC)C1)C)F methyl 5-[5-(3-{[(benzyloxy)carbonyl]amino}propoxy)-1-(oxan-2-yl)-1H-indazol-3-yl]-3-fluoro-2-methylbenzoate